(R)-4-(7-((3,3-difluoropyrrol-1-yl)methyl)-2-(1H-indol-4-yl)thieno[3,2-d]Pyrimidin-4-yl)-3-methylmorpholine FC1(CN(C=C1)CC1=CSC2=C1N=C(N=C2N2[C@@H](COCC2)C)C2=C1C=CNC1=CC=C2)F